racemic-6-((1S,2S)-2-(4,4,5,5-tetramethyl-1,3,2-dioxaborolan-2-yl)cyclopropyl)-1-(2,2,2-trifluoroethyl)-1H-pyrazolo[4,3-c]pyridine CC1(OB(OC1(C)C)[C@@H]1[C@H](C1)C1=CC2=C(C=N1)C=NN2CC(F)(F)F)C |r|